7-benzyl-9-oxo-3,7-diazabicyclo[3.3.1]nonane-3-carboxylic acid tert-butyl ester C(C)(C)(C)OC(=O)N1CC2CN(CC(C1)C2=O)CC2=CC=CC=C2